COCCN1N=C2C=CC(=CC2=C1)B1OC(C(O1)(C)C)(C)C 2-(2-methoxyethyl)-5-(4,4,5,5-tetramethyl-1,3,2-dioxaborolan-2-yl)-2H-indazole